2-(4-((4-(4-bromophenyl)-5-oxo-4,5-dihydro-1H-1,2,4-triazol-1-yl)methyl)-2,6-Dimethylphenoxy)-2-methylpropionic acid ethyl ester C(C)OC(C(C)(C)OC1=C(C=C(C=C1C)CN1N=CN(C1=O)C1=CC=C(C=C1)Br)C)=O